OCC1=CC=C(C=C1)[SiH3] (4-hydroxymethyl-phenyl)silane